2,6-dichloro-4'-(methylsulfonyl)-[1,1'-biphenyl]-4-amine ClC1=C(C(=CC(=C1)N)Cl)C1=CC=C(C=C1)S(=O)(=O)C